CN1C[C@@H](C=CC1)O (R)-1-methyl-1,2,3,6-tetrahydropyridin-3-ol